C1(=CC=CC=C1)C1=NC(=CC(=N1)C1=C(C(=C(C(=C1N1C2=CC=CC=C2C=2C=C(C=CC12)C)C1=CC=NC=C1)N1C2=CC=CC=C2C=2C=C(C=CC12)C)N1C2=CC=CC=C2C=2C=C(C=CC12)C)N1C2=CC=CC=C2C=2C=C(C=CC12)C)C1=CC=CC=C1 9,9',9'',9'''-(4-(2,6-diphenylpyrimidin-4-yl)-6-(pyridin-4-yl)benzene-1,2,3,5-tetrayl)tetrakis(3-methyl-9H-carbazole)